ClC=1C(=NC=C(N1)OC)C(CCC=C)N 1-(3-chloro-5-methoxypyrazin-2-yl)pent-4-en-1-amine